3-methoxy-3-methylazetidine COC1(CNC1)C